N-(2-(2-methoxyethoxy)-5-(4,4,5,5-tetramethyl-1,3,2-dioxaborolan-2-yl)phenyl)acrylamide COCCOC1=C(C=C(C=C1)B1OC(C(O1)(C)C)(C)C)NC(C=C)=O